2,12-dimethyltetradecanoic acid CC(C(=O)O)CCCCCCCCCC(CC)C